3-amino-1-methyl-1,4,5,10-tetrahydro-8H-thieno[3',4':3,4]pyrazolo[1,5-a][1,3]diazepin-2(3H)-one NC1C(N(C=2N(CC1)N=C1C2CSC1)C)=O